methyl-ureidoamide C[N-]NC(=O)N